5-Cyano-6-hydroxy-2-(trifluoromethyl)pyridine-3-carboxylic acid Ethyl-5-cyano-6-hydroxy-2-(trifluoromethyl)pyridine-3-carboxylate C(C)OC(=O)C=1C(=NC(=C(C1)C#N)O)C(F)(F)F.C(#N)C=1C=C(C(=NC1O)C(F)(F)F)C(=O)O